BrC=1C=CC(=NC1)C1(CC1)N(C(OC(C)(C)C)=O)C tert-butyl N-[1-(5-bromopyridin-2-yl)cyclopropyl]-N-methylcarbamate